C(C1=CC=CC=C1)N1C(C2(C(C2C1=O)C(=O)[O-])C)=O 3-benzyl-1-methyl-2,4-dioxo-3-azabicyclo[3.1.0]hexane-6-carboxylate